6-[4-amino-2-(difluoromethoxy)phenyl]-7-bromo-5-{3-fluoro-4-[(4-methylpyrimidin-2-yl)oxy]phenyl}-5H-pyrrolo[3,2-d]pyrimidin-4-amine NC1=CC(=C(C=C1)C1=C(C=2N=CN=C(C2N1C1=CC(=C(C=C1)OC1=NC=CC(=N1)C)F)N)Br)OC(F)F